N=1C=NN2C1C=C(C=C2)OC2=CC(=C(C=C2C)NC2=NC=NC1=C2C=2OC[C@@H]3N(C2N=C1)CCNC3)F (R)-N-(4-([1,2,4]triazolo[1,5-a]pyridin-7-yloxy)-2-fluoro-5-methylphenyl)-6,6a,7,8,9,10-hexahydropyrazino[1,2-d]pyrimido[5',4':4,5]pyrido[3,2-b][1,4]oxazin-4-amine